C1(=CC(=CC=C1)C1=NN(C=C1)CC=1C=CC(=NC1)C#N)C1=CC=CC=C1 5-((3-([1,1'-biphenyl]-3-yl)-1H-pyrazol-1-yl)methyl)picolinonitrile